(Z)-3-(3-bromobenzylidene)-5-fluoroindolin-2-one BrC=1C=C(\C=C\2/C(NC3=CC=C(C=C23)F)=O)C=CC1